4-(3-((4-Cyanophenyl)ethynyl)-4-fluorophenoxy)-1H-1,2,3-triazole-5-carboxylic acid C(#N)C1=CC=C(C=C1)C#CC=1C=C(OC=2N=NNC2C(=O)O)C=CC1F